1-(1,3-benzodioxol-5-yl)-N-[[2-(1-piperidinyl)-4-pyridinyl]methyl]-methanamine O1COC2=C1C=CC(=C2)CNCC2=CC(=NC=C2)N2CCCCC2